[O-]S(=O)(=O)C(F)(F)F.BrC1=[N+](C=CC=C1)C 2-bromo-1-methylpyridinium triflate